Ethyl (2Z)-3-amino-2-cyano-3-phenylacrylate N\C(=C(/C(=O)OCC)\C#N)\C1=CC=CC=C1